ClC=1C=NN(C(C1Cl)=O)C1[C@H](CN(C[C@H]1F)C(=O)OC(C)(C)C)F 1,1-dimethylethyl (3S,5R)-4-(4,5-dichloro-6-oxo-pyridazin-1-yl)-3,5-difluoropiperidine-1-carboxylate